C(C)(C)(C)OC(=O)N (t-butoxy)carboxamide